NC1=C2C=CN(C2=CC=C1)CC(=O)OCC Ethyl 2-(4-aminoindol-1-yl)acetate